1-cyclopropyl-1-[(3R)-1-(2-hydroxyacetyl)piperidin-3-yl]-3-({3-[3-(trifluoromethoxy)phenyl]-1,2-oxazol-5-yl}methyl)urea C1(CC1)N(C(=O)NCC1=CC(=NO1)C1=CC(=CC=C1)OC(F)(F)F)[C@H]1CN(CCC1)C(CO)=O